(2S,4S)-4-nitrobenzyl-2-(dimethylcarbamoyl)-4-mercaptopyrrolidine-1-carboxylate [N+](=O)([O-])C1=CC=C(COC(=O)N2[C@@H](C[C@@H](C2)S)C(N(C)C)=O)C=C1